octanoylaspartic acid C(CCCCCCC)(=O)N[C@@H](CC(=O)O)C(=O)O